ClCCP(OCC)(=O)OCC diethyl 2-chloroethanephosphonate